C1(=CC=CC=C1)CCC(O)(C)C Phenylethyl-Dimethyl-Carbinol